ClC1C(N(/C(/S1)=N/C(=O)NC1=C(C=C(C=C1)C1=NN(C=N1)C1=CC=C(C=C1)OC(F)(F)F)F)C1=C(C=CC(=C1)C)OCCC(F)(F)F)=O (Z)-1-(5-chloro-3-(5-methyl-2-(3,3,3-trifluoropropoxy)phenyl)-4-oxothiazolidin-2-ylidene)-3-(2-fluoro-4-(1-(4-(trifluoromethoxy)phenyl)-1H-1,2,4-triazol-3-yl)phenyl)urea